[Na+].S(=O)(=O)(O)CC[NH-] N-(2-sulphoethyl)-amide, sodium salt